N'-[5-bromo-6-[1-(3,5-difluorophenyl)ethoxy]-2-methyl-3-pyridyl]-N-ethyl-N-methyl-formamidine BrC=1C=C(C(=NC1OC(C)C1=CC(=CC(=C1)F)F)C)N=CN(C)CC